ClCC1=CC=C(C=C1)N1C(=NC=2C1=NC(=CC2)C2=C(C=CC=C2)OC)C=2C(=NC=CC2)N 3-(3-(4-(Chloromethyl)phenyl)-5-(2-methoxyphenyl)-3H-imidazo[4,5-b]pyridin-2-yl)pyridin-2-amine